N-(4-(2-(1-(1-(3-isopropyl-1,2,4-oxadiazol-5-yl)piperidin-4-yl)ethoxy)thiazolo[5,4-b]pyridin-5-yl)phenyl)methansulfonamid C(C)(C)C1=NOC(=N1)N1CCC(CC1)C(C)OC=1SC2=NC(=CC=C2N1)C1=CC=C(C=C1)NS(=O)(=O)C